2-(3-chloropropyl)-7-hydroxy-2-methyl-8-(3-methyl-6-(prop-1-en-2-yl)cyclohex-2-en-1-yl)-5-pentyl-4H-benzo[d][1,3]dioxin-4-one ClCCCC1(OC(C2=C(O1)C(=C(C=C2CCCCC)O)C2C=C(CCC2C(=C)C)C)=O)C